(S)-6-(((1-(1-(difluoromethyl)cyclopropyl)-1H-1,2,3-triazol-4-yl)(1-methyl-1H-pyrrolo[2,3-b]pyridin-4-yl)methyl)amino)-4-(neopentylamino)quinoline-3,8-dicarbonitrile FC(C1(CC1)N1N=NC(=C1)[C@H](C1=C2C(=NC=C1)N(C=C2)C)NC=2C=C1C(=C(C=NC1=C(C2)C#N)C#N)NCC(C)(C)C)F